NCC(=O)CO[Si](OC)(OC)CCC glycinyl-propyl-trimethoxysilane